4-(4-Ethoxy-2-methylphenyl)-5-[4-[(3S)-1-(3-fluoropropyl)pyrrolidin-3-yl]oxyphenyl]-2,3-dihydro-1-benzoxepin-8-ol C(C)OC1=CC(=C(C=C1)C=1CCOC2=C(C1C1=CC=C(C=C1)O[C@@H]1CN(CC1)CCCF)C=CC(=C2)O)C